5-fluoro-6-methoxybenzo[c][1,2,5]thiadiazole FC1=CC=2C(=NSN2)C=C1OC